2-{[2-(2-fluorophenyl)-5H-pyrrolo[3,2-c]pyridin-5-yl]methyl}-5-methyl-1,3-benzoxazole FC1=C(C=CC=C1)C1=CC2=CN(C=CC2=N1)CC=1OC2=C(N1)C=C(C=C2)C